NC1C(CN(CC1)C1=NC=CC(=N1)C1=NC2=CC(=NC=C2C=C1)CNC(C1=CN=C(C(=C1)S(=O)(=O)C)C)=O)(F)F N-((2-(2-(4-amino-3,3-difluoropiperidin-1-yl)pyrimidin-4-yl)-1,6-naphthyridin-7-yl)methyl)-6-methyl-5-(methylsulfonyl)nicotinamide